3-(pyridin-3-yl)propan-1-one N1=CC(=CC=C1)CCC=O